BrC=1C(=NC(=CC1)N1C=NC=C1)C(=O)O Bromo-6-(1H-imidazol-1-yl)picolinic acid